BrC=1C=C2CNCC2=CC1F 5-Bromo-6-fluoroisoindoline